benzo[d][1,2]selenazol-3-yl 3-methoxybenzoate COC=1C=C(C(=O)OC2=N[Se]C3=C2C=CC=C3)C=CC1